2-Methoxy-5-[[2-oxo-2-[rac-(2R,5S)-5-methyl-2-[2-[rac-(3R)-1-methylpyrrolidin-3-yl]indazol-5-yl]-1-piperidyl]acetyl]amino]pyridine-3-carboxamide COC1=NC=C(C=C1C(=O)N)NC(C(N1[C@H](CC[C@@H](C1)C)C1=CC2=CN(N=C2C=C1)[C@H]1CN(CC1)C)=O)=O |r|